C(C)O[Si](CCCN)(C)OCC 3-(diethoxy(methyl)silyl)propan-1-amine